COC(C(COCCC1=CC=C(C=C1)OCC)O)=O.C(C)OC1=CC=C(C=C1)CCOCC(C(=O)OC)OS(=O)(=O)C methyl 3-[2-(4-ethoxyphenyl)ethoxy]-2-[(methanesulfonyl)oxy]propanoate Methyl-3-[2-(4-ethoxyphenyl)ethoxy]-2-hydroxypropanoate